C(CC)OC1=CC=C(C=C1)C=CCC(=O)O 4-(4-propoxyphenyl)but-3-enoic acid